(5R)-N-((2R)-1-(((2S)-1-amino-1-oxoprop-2-yl)amino)-2-(4-ethylphenyl)-1-oxobutan-2-yl)-2,7,7-trimethyl-5-phenyl-4,5,6,7-tetrahydropyrazolo[1,5-a]pyridine-3-carboxamide NC([C@H](C)NC([C@@](CC)(C1=CC=C(C=C1)CC)NC(=O)C=1C(=NN2C1C[C@@H](CC2(C)C)C2=CC=CC=C2)C)=O)=O